Benzyl (2-(2-(3,4-bis(benzyloxy)-N-(4-(3,4-bis(benzyloxy)-2-chlorobenzamido)butyl)-2-chlorobenzamido)acetamido)ethyl)carbamate C(C1=CC=CC=C1)OC=1C(=C(C(=O)N(CCCCNC(C2=C(C(=C(C=C2)OCC2=CC=CC=C2)OCC2=CC=CC=C2)Cl)=O)CC(=O)NCCNC(OCC2=CC=CC=C2)=O)C=CC1OCC1=CC=CC=C1)Cl